C(C)(C)(C)P(C1=C(C=CC=C1)N1N=C(C=C1C1=CC=CC=C1)C1=CC=CC=C1)C(C)(C)C 1-[2-(di-tert-butylphosphino)phenyl]-3,5-diphenyl-1H-pyrazole